7-heptylidene malonate C1(CC(=O)OC(CCCCCC)O1)=O